Cl.ClC1=C(OC2=CC3=C(C=N2)C(CN3C(CN3[C@H](CN[C@@H](C3)C)COC)=O)(C)C)C(=CC=C1)C 1-[6-(2-Chloro-6-methylphenoxy)-3,3-dimethyl-1H,2H,3H-pyrrolo[3,2-c]pyridin-1-yl]-2-[(2R,5R)-2-(methoxymethyl)-5-methylpiperazin-1-yl]ethan-1-one hydrochloride